FC=1C=C(C=CC1OC1=CC=NC2=CC(=C(C=C12)OC)OCCNC1COC1)NC(=O)C1=C2C(=CN(C1=O)C1=CC=C(C=C1)F)CCO2 N-(3-fluoro-4-((6-methoxy-7-(2-(oxetan-3-ylamino)ethoxy)quinolin-4-yl)oxy)phenyl)-5-(4-fluorophenyl)-6-oxo-2,3,5,6-tetrahydrofuro[3,2-c]pyridine-7-carboxamide